tert-butyl 3-(2,3-dihydro-1H-pyrrolo[2,3-b]pyridin-4-yl)-3,9-diazabicyclo[3.3.1]nonane-9-carboxylate N1CCC=2C1=NC=CC2N2CC1CCCC(C2)N1C(=O)OC(C)(C)C